1-cyclopropyl-6-fluoro-7-(1-acetyl-octahydro-6H-pyrrolo[3,4-b]pyridin-6-yl)-3-(4-bromocinnamoyl)-8-methoxyquinolin-4(1H)-one C1(CC1)N1C=C(C(C2=CC(=C(C(=C12)OC)N1CC2N(CCCC2C1)C(C)=O)F)=O)C(C=CC1=CC=C(C=C1)Br)=O